6-(3-Fluoro-5-isobutoxyphenyl)-2-(4-fluoro-1-piperidyl)-N-(1H-pyrazol-5-ylsulfonyl)pyridin-3-carboxamid FC=1C=C(C=C(C1)OCC(C)C)C1=CC=C(C(=N1)N1CCC(CC1)F)C(=O)NS(=O)(=O)C1=CC=NN1